tert-butyl (2-(2-(2-(2-aminoethoxy)ethoxy) ethoxy)ethyl)carbamate NCCOCCOCCOCCNC(OC(C)(C)C)=O